C1(CC1)CN1C(=CC=2C=CC=3C=CNC3C21)C2=NC1=C(N2C)C(=CC(=C1)C=O)F [2-[1-(cyclopropylmethyl)-8H-pyrrolo[3,2-g]indol-2-yl]-7-fluoro-1-methyl-benzimidazol-5-yl]methanone